cadmium chromium selenide [Se-2].[Cr+3].[Cd+2]